N-((1r,3r)-3-((8-Cyanoquinolin-5-yl)oxy)-2,2,4,4-tetramethylcyclobutyl)-3-fluoro-4-(4-(hydroxymethyl)piperidin-1-yl)benzamide C(#N)C=1C=CC(=C2C=CC=NC12)OC1C(C(C1(C)C)NC(C1=CC(=C(C=C1)N1CCC(CC1)CO)F)=O)(C)C